C(C)(C)(C)OC(=O)N1[C@@H](CN(C[C@@H]1C)CCOC1=C(C=C(C=C1)N1C(N(C(C1(C)C)=O)C1=CC(=C(C=C1)C#N)C(F)(F)F)=S)CC)C (2R,6s)-4-(2-(4-(3-(4-cyano-3-(trifluoromethyl)phenyl)-5,5-dimethyl-4-oxo-2-thioxoimidazolidin-1-yl)-2-ethylphenoxy)ethyl)-2,6-dimethylpiperazine-1-carboxylic acid tert-butyl ester